C12(CC3CC(CC(C1)C3)C2)NCCCCCC2=C3C(N(C(=NC3=CC=C2)C)C2C(NC(CC2)=O)=O)=O 3-(5-(5-(((3s,5s,7s)-adamantan-1-yl)amino)pentyl)-2-methyl-4-oxoquinazolin-3(4H)-yl)piperidine-2,6-dione